O.S(=O)(=O)(O)O.C(C)(C)OC(CNC([C@@H](NC([C@@H](N)CCC(=O)O)=O)CS)=O)=O N-(N-L-glutamyl-L-cysteinyl)glycine 1-isopropyl ester sulfate monohydrate